N2-((R)-1-cyclopropylethyl)-N4-(1-(pyridin-2-yl)ethyl)-6-(6-(trifluoromethyl)pyridin-2-yl)-1,3,5-triazine-2,4-diamine C1(CC1)[C@@H](C)NC1=NC(=NC(=N1)NC(C)C1=NC=CC=C1)C1=NC(=CC=C1)C(F)(F)F